1-(3,5-dibromo-2-hydroxymethylphenyl)-3-(3-methoxyphenyl)urea BrC=1C(=C(C=C(C1)Br)NC(=O)NC1=CC(=CC=C1)OC)CO